C1(CC1)N(CCC(C(=O)O)NC(CC(CCC)(CCC)O)=O)CCCCC1=NC=2NCCCC2C=C1 4-[cyclopropyl-[4-(5,6,7,8-tetrahydro-1,8-naphthyridin-2-yl)butyl]amino]-2-[(3-hydroxy-3-propyl-hexanoyl)amino]butanoic acid